2H,2'H-3,3'-spirobi[benzofuran]-6-d O1CC2(C3=C1C=C(C=C3)[2H])COC3=C2C=CC=C3